3α,7α,12α-trihydroxycholestan-26-al O[C@H]1CC2C[C@H]([C@H]3[C@@H]4CC[C@H]([C@@H](CCCC(C=O)C)C)[C@]4([C@H](C[C@@H]3[C@]2(CC1)C)O)C)O